N1=CC(=CC=C1)C(=S)O Thiopyridine-3-carboxylic acid